(3S)-3-[(2S)-2-amino-4-fluoro-3-oxo-butyl]pyrrolidin-2-one N[C@@H](C[C@H]1C(NCC1)=O)C(CF)=O